C(C)(=O)N[C@H]1CO[C@@H]([C@H](C1)O)CO 2-(Acetylamino)-1,2,3-Trideoxy-β-D-Glucopyranose